2-Cyanoisonicotinoyl chloride C(#N)C=1C=C(C(=O)Cl)C=CN1